(3-amino-5-fluorochroman-7-yl)-3,8-diazabicyclo[3.2.1]octane-8-carboxylic acid tert-butyl ester C(C)(C)(C)OC(=O)N1C2(CNCC1CC2)C2=CC(=C1CC(COC1=C2)N)F